C[C@H]1OC2=C(N(C1=O)[C@@H](C)C1=CC=CC=C1)C=C(C(=C2)NC(OC(C)(C)C)=O)C(F)(F)F tert-butyl N-[(2R)-2-methyl-3-oxo-4-[(1S)-1-phenylethyl]-6-(trifluoromethyl)-2H-1,4-benzoxazin-7-yl]carbamate